N-(2-(Benzylamino)-1-(2-fluorophenyl)-2-oxoethyl)-N-(3-chlorophenyl)-propiolamide C(C1=CC=CC=C1)NC(C(C1=C(C=CC=C1)F)N(C(C#C)=O)C1=CC(=CC=C1)Cl)=O